dimethyl 4-bromo-5-methoxy-benzene-1,3-dicarboxylate BrC1=C(C=C(C=C1OC)C(=O)OC)C(=O)OC